2-thioformylpiperidine C(=S)C1NCCCC1